8-bromo-6-fluoro-7-(1-methyl-1H-pyrazol-5-yl)spiro[benzo[b][1,4]oxazin-2,1'-cyclopropane]-3(4H)-one BrC1=C(C(=CC2=C1OC1(CC1)C(N2)=O)F)C2=CC=NN2C